C[C@]12[C@H]3CC[C@@]4([C@H](CC[C@H]4[C@@H]3CCC2=C/C(/CC1)=N/O)C1(OCCO1)C)C (8S,9S,10R,13S,14S,17S,E)-10,13-dimethyl-17-(2-methyl-1,3-dioxolan-2-yl)-6,7,8,9,10,11,12,13,14,15,16,17-dodecahydro-1H-cyclopenta[a]phenanthren-3(2H)-one oxime